[Si](C)(C)(C(C)(C)C)OCCC([C@@H](C(=O)N1[C@@H](C[C@H](C1)O)C(NCC1=C(C=C(C=C1)C#C)Cl)=O)NC(OC(C)(C)C)=O)(C)C tert-butyl ((S)-5-((tert-butyldimethylsilyl)oxy)-1-((2S,4R)-2-((2-chloro-4-ethynylbenzyl)carbamoyl)-4-hydroxypyrrolidin-1-yl)-3,3-dimethyl-1-oxopentan-2-yl)carbamate